N-(3,4-dimethylphenyl)-3-(indolin-1-ylsulfonyl)benzamide CC=1C=C(C=CC1C)NC(C1=CC(=CC=C1)S(=O)(=O)N1CCC2=CC=CC=C12)=O